4-amino-2-chloro-3-fluoro-phenol NC1=C(C(=C(C=C1)O)Cl)F